6-(2,6-diazaspiro[3.3]heptane-2-yl)-4-(trifluoromethyl)nicotinonitrile C1N(CC12CNC2)C2=NC=C(C#N)C(=C2)C(F)(F)F